ClC1=C(C(=O)[O-])C(=CC=C1)C 2-chloro-6-methylbenzoate